4-((3,4-dioxo-2-((2,6,6-trimethyl-4,5,6,7-tetrahydrobenzo[d]thiazol-7-yl)amino)cyclobut-1-en-1-yl)amino)-3-hydroxy-N-methyl-N-propylpicolinamide O=C1C(=C(C1=O)NC1=C(C(=NC=C1)C(=O)N(CCC)C)O)NC1C(CCC=2N=C(SC21)C)(C)C